O.O.O.O.[Cl-] Chloride Tetrahydrate